C(#N)C1=NN(C=C1C=1C(=C(C=CC1)NC1=C(N=NC(=C1)NC(=O)C1CC1)C(=O)N)OC)C1C(CCCC1)OC 4-((3-(3-cyano-1-(2-methoxycyclohexyl)-1H-pyrazol-4-yl)-2-methoxyphenyl)amino)-6-(cyclopropanecarboxamido)pyridazine-3-carboxamide